2-(bromomethyl)benzene-1-sulfonyl fluoride BrCC1=C(C=CC=C1)S(=O)(=O)F